C1(CC\C=C\CCC1)OC(=O)N[C@@H](CCCCN)C(=O)O ((trans-Cyclooct-4-en-1-yloxy)carbonyl)-L-lysine